2-[(1Z)-1-{[4-(4-Ethylphenoxy)phenyl]methylidene}-5-fluoro-2-methyl-1H-inden-3-yl]acetic acid C(C)C1=CC=C(OC2=CC=C(C=C2)\C=C/2\C(=C(C3=CC(=CC=C23)F)CC(=O)O)C)C=C1